(1S,4S)-5-(N-(2-(((S)-1-(5-(2-(diisopropylcarbamoyl)-4-fluorophenoxy)pyrimidin-4-yl)Pyrrolidin-3-yl)methyl)-2-azaspiro[3.5]nonan-7-yl)aminosulfonyl)-2,5-diazabicyclo[2.2.1]heptane C(C)(C)N(C(=O)C1=C(OC=2C(=NC=NC2)N2C[C@@H](CC2)CN2CC3(C2)CCC(CC3)NS(=O)(=O)N3[C@@H]2CN[C@H](C3)C2)C=CC(=C1)F)C(C)C